C1(=CC=CC=C1)C(CSC#N)O 1-phenyl-2-thiocyano-1-ethanol